(1R,2R)-2-(3,4-Dimethoxyphenethoxy)cyclohexylpyrrole-3-ol hydrochloride Cl.COC=1C=C(CCO[C@H]2[C@H](CCCC2)C=2NC=CC2O)C=CC1OC